CC1=NC2=C(N1CCCNS(=O)(=O)C)C=CC=C2 2-methyl-1-[3-(N-methylsulfonylamino)propyl]benzimidazol